(3-nitro-4-(((tetrahydro-2H-pyran-4-yl)methyl)amino)phenyl)sulfonyl-[1,1'-biphenyl]-4-carboxamide [N+](=O)([O-])C=1C=C(C=CC1NCC1CCOCC1)S(=O)(=O)C1=C(C=CC(=C1)C(=O)N)C1=CC=CC=C1